C(CCCCCC\C=C/C\C=C/CCCCCC)(=O)OCCCCCCC(OC(NCCOCCN(C)C)=O)CCCCCCOC(CCCCCC\C=C/C\C=C/CCCCCC)=O 11-(6-{[(8Z,11Z)-1-oxooctadeca-8,11-dienyl] oxy} hexyl)-2-methyl-9-oxo-2,8-diaza-5,10-dioxaheptadec-17-yl (8Z,11Z)-octadeca-8,11-dienoate